C(C)N1C(SCC1=O)=S 3-Ethyl-rhodanine